5-fluoro-4-(6-isopropoxy-2-methylpyridin-3-yl)-N-(1-(methylsulfonyl)piperidin-4-yl)pyrimidin-2-amine FC=1C(=NC(=NC1)NC1CCN(CC1)S(=O)(=O)C)C=1C(=NC(=CC1)OC(C)C)C